1,4-diazepan-6-amine N1CCNCC(C1)N